(S)-2-((4-(2-((4-cyano-2-fluorobenzyl)oxy)pyrimidin-4-yl)bicyclo[2.2.2]octan-1-yl)methyl)-1-(oxetan-2-ylmethyl)-1H-benzo[d]imidazole-6-carboxylic acid C(#N)C1=CC(=C(COC2=NC=CC(=N2)C23CCC(CC2)(CC3)CC3=NC2=C(N3C[C@H]3OCC3)C=C(C=C2)C(=O)O)C=C1)F